(R)-4-cyclopropyl-7-(4-fluorophenyl)-N-(1-(2-(trifluoromethyl)pyrimidin-5-yl)ethyl)phthalazin-1-amine C1(CC1)C1=NN=C(C2=CC(=CC=C12)C1=CC=C(C=C1)F)N[C@H](C)C=1C=NC(=NC1)C(F)(F)F